3-(5-(3-(6-methylpyridin-3-yl)-2-oxoimidazolidin-1-yl)-1-oxoisoindolin-2-yl)piperidine-2,6-dione CC1=CC=C(C=N1)N1C(N(CC1)C=1C=C2CN(C(C2=CC1)=O)C1C(NC(CC1)=O)=O)=O